N1CCC(CC1)C1=CC=2C(=NC=CN2)N(C1=O)C1C=2N=CC=NC2CCC1 7-(piperidin-4-yl)-5-(5,6,7,8-tetrahydroquinoxalin-5-yl)pyrido[2,3-b]pyrazin-6(5H)-one